2,3-dimethyl-Myristoyl-glycerol CC(C(=O)C(O)C(O)CO)C(CCCCCCCCCCC)C